N-(4-trifluoromethylphenyl)phthalimide FC(C1=CC=C(C=C1)N1C(C=2C(C1=O)=CC=CC2)=O)(F)F